5-(1-(2,2-difluoroethyl)-1H-benzo[d][1,2,3]triazol-6-yl)-N-((3S,4S)-3-fluoro-1-(2-methoxyethyl)piperidin-4-yl)-4-methoxypyrrolo[2,1-f][1,2,4]triazin-2-amine FC(CN1N=NC2=C1C=C(C=C2)C=2C=CN1N=C(N=C(C12)OC)N[C@@H]1[C@H](CN(CC1)CCOC)F)F